4-bromo-N-((4-methoxyphenyl)sulfonyl)-1-naphthamide BrC1=CC=C(C2=CC=CC=C12)C(=O)NS(=O)(=O)C1=CC=C(C=C1)OC